CN1N=C(C2=CC=C(C=C12)NCCC1CNCCC1)C1C(NC(CC1)=O)=O 3-(1-methyl-6-((2-(piperidin-3-yl)ethyl)amino)-1H-indazol-3-yl)piperidine-2,6-dione